[Co].FC1=CC2=C(N(C(=N2)C=2C=NC=C(C2)CN2C=NC=C2)CCF)C=C1F 5,6-difluoro-1-(2-fluoroethyl)-2-[5-(imidazol-1-ylmethyl)pyridin-3-yl]Benzimidazole cobalt